C(C)C12C=C(CC(C=C1)(O2)CC)B2OC(C(O2)(C)C)(C)C 2-[1,5-diethyl-8-oxabicyclo[3.2.1]octa-2,6-dien-3-yl]-4,4,5,5-tetramethyl-1,3,2-dioxaborolane